ClC1=CC=C2C=CN=C(C2=C1)NC=1C=CC=NC1 5-[(7-chloro-1-isoquinolyl)amino]pyridine